6-(furan-3-yl)-N-(piperidin-4-ylmethyl)benzofuran-2-carboxamide O1C=C(C=C1)C1=CC2=C(C=C(O2)C(=O)NCC2CCNCC2)C=C1